ethyl 8-hydroxy-2-(trifluoromethyl)imidazo[1,2-b]pyridazine-7-carboxylate OC=1C=2N(N=CC1C(=O)OCC)C=C(N2)C(F)(F)F